2-(9-methyl-3,9-diazaspiro[5.5]undecan-3-yl)nicotinonitrile CN1CCC2(CCN(CC2)C2=C(C#N)C=CC=N2)CC1